(2Z)-N-[3-[cyclopropyl(difluoro)methyl]phenyl]-2-hydroxyimino-3-oxo-butanamide C1(CC1)C(C=1C=C(C=CC1)NC(\C(\C(C)=O)=N/O)=O)(F)F